[Si](C1=CC=CC=C1)(C1=CC=CC=C1)(C(C)(C)C)OC[C@@H]1N(C(C[C@H]1C1=CC=C(C=C1)CCCCCCCC)=O)C(=O)OC(C)(C)C (2R,3S)-tert-Butyl 2-((tert-butyldiphenylsilyloxy)methyl)-3-(4-octylphenyl)-5-oxopyrrolidine-1-carboxylate